2-(4-methylpyrimidin-2-yl)cyclopropane-1-carboxamide CC1=NC(=NC=C1)C1C(C1)C(=O)N